C(C)(=O)OC[C@H](OC)[C@@H](OC)[C@@H](OC)[C@H](OC(C)=O)COC 1,5-di-O-acetyl-2,3,4,6-tetra-O-methylgalactitol